BrC1=C(C=C(C=C1OC)C=1C(=NC(=NC1)NC=1C=NN(C1)C)NC=1C=C(C=CC1)NC(C=C)=O)F N-(3-((5-(4-bromo-3-fluoro-5-methoxyphenyl)-2-((1-methyl-1H-pyrazol-4-yl)amino)pyrimidin-4-yl)amino)phenyl)acrylamide